C(C)(C)(C)C1=NC(=NO1)C(=O)NCC1=C(C=C(C=C1)C1=CC(=NC=C1C(F)(F)F)NC(=O)C1CC1)C 5-(tert-butyl)-N-(4-(2-(cyclopropanecarboxamido)-5-(trifluoromethyl)pyridin-4-yl)-2-methylbenzyl)-1,2,4-oxadiazole-3-carboxamide